4-[4-fluoro-1-[5-fluoro-4-(methylamino)pyrimidin-2-yl]piperidine-4-carbonyl]-3,5-dihydro-2H-pyrido[3,4-f][1,4]oxazepine-9-carbonitrile FC1(CCN(CC1)C1=NC=C(C(=N1)NC)F)C(=O)N1CCOC2=C(C1)C=NC=C2C#N